6-(5-((7-Chloroquinazolin-4-yl)amino)pentyl)-4,6-diazaspiro[2.4]heptane-5,7-dione ClC1=CC=C2C(=NC=NC2=C1)NCCCCCN1C(NC2(CC2)C1=O)=O